C(CCC\C=C/CCCCC)(=O)OC(C(CCCC=CCCCC)O)CCCC=CCCCCC 10-hydroxyhenicosa-5,15-dien-11-yl (5Z)-undec-5-enoate